5-tert-butoxy-3-iodo-1H-pyrazolo[3,4-c]pyridine C(C)(C)(C)OC=1C=C2C(=CN1)NN=C2I